ClC=1C(=NN2C1C(CCC2)=O)C2=CC=NN2C(C)C 3-chloro-2-(1-isopropyl-1H-pyrazol-5-yl)-6,7-dihydropyrazolo[1,5-a]pyridin-4(5H)-one